5-bromo-2,3-dihydroxybenzaldehyde BrC=1C=C(C(=C(C=O)C1)O)O